N=C1C(N(C2=CC=C(C=C12)C)C(C1=CC=CC=C1)(C1=CC=CC=C1)C1=CC=CC=C1)=O 3-Imino-5-methyl-1-tritylindolin-2-one